C12OCC(N(C1)CCOC1=CC(=C(C=C1)C=1C=CC(=NC1)CC(=O)NCC1=CC=CC=C1)C)C2 2-(5-(4-(2-(2-oxa-5-azabicyclo[2.2.1]heptan-5-yl)ethoxy)-2-methylphenyl)pyridin-2-yl)-N-benzylacetamide